C(=O)(O)C=1C=C(C=CC1C(=O)O)C(C)C1=CC(=C(C=C1)C(=O)O)C(=O)O 1,1-Bis(3,4-dicarboxyphenyl)ethan